4-(2-methyl-3-(N-methylacrylamino)phenyl)-1H-indole-7-carboxamide CC1=C(C=CC=C1NC(=O)C=CC)C1=C2C=CNC2=C(C=C1)C(=O)N